(S)-1-(3-(2-(cyclopropyloxymethyl)pyridin-4-yl)-1,2,4-oxadiazol-5-yl)ethan-1-amine C1(CC1)OCC1=NC=CC(=C1)C1=NOC(=N1)[C@H](C)N